CN1N=C(C2=CC=CC(=C12)NCC(N1CCNCC1)=O)C1C(NC(CC1)=O)=O 3-(1-Methyl-7-((2-oxo-2-(piperazin-1-yl)ethyl)amino)-1H-indazol-3-yl)-piperidine-2,6-dione